C(CCCCCCCCC)(=O)OC[C@]1(O[C@H](C[C@@H]1OC(=O)OCC)N1C2=NC(=NC(=C2N=C1)N)F)C#C ((2R,3S,5R)-5-(6-amino-2-fluoro-9H-purin-9-yl)-3-((ethoxycarbonyl)oxy)-2-ethynyltetrahydrofuran-2-yl)methyl decanoate